1-((2R,4S)-4-(4-amino-3-((4,6-difluoro-2-methyl-2H-indazol-5-yl)ethynyl)-1H-pyrazolo[4,3-c]pyridin-1-yl)-2-(methoxymethyl)pyrrolidin-1-yl)prop-2-en-1-one NC1=NC=CC2=C1C(=NN2[C@H]2C[C@@H](N(C2)C(C=C)=O)COC)C#CC2=C(C1=CN(N=C1C=C2F)C)F